N-{(1R)-1-[2'-(ethoxymethyl)-biphenyl-3-yl]-ethyl}-6,7-dimethoxy-2-methylquinazolin-4-amine C(C)OCC1=C(C=CC=C1)C1=CC(=CC=C1)[C@@H](C)NC1=NC(=NC2=CC(=C(C=C12)OC)OC)C